1-[4-(4-Cyano-benzenesulfonyl)-phenyl]-3-oxazol-5-ylmethyl-urea C(#N)C1=CC=C(C=C1)S(=O)(=O)C1=CC=C(C=C1)NC(=O)NCC1=CN=CO1